N-(2-benzamidoethyl)-4-(7H-purin-6-yl)-3,4-dihydro-2H-1,4-thiazine-6-carboxamide C(C1=CC=CC=C1)(=O)NCCNC(=O)C1=CN(CCS1)C1=C2NC=NC2=NC=N1